4,4'-Diamino-2,2'-stilbenedisulfonic acid NC=1C=C(C(=CC1)C=CC=1C(=CC(=CC1)N)S(=O)(=O)O)S(=O)(=O)O